L-α-Methyl-3,4-dihydroxyphenylalanine C[C@](CC1=CC(=C(C=C1)O)O)(C(=O)O)N